C(O)([O-])=O HYDROGENCARBONATE